(1-(4-(2,4-dioxotetrahydropyrimidin-1(2H)-yl)-2-fluorophenyl)piperidin-4-yl)methyl acetate C(C)(=O)OCC1CCN(CC1)C1=C(C=C(C=C1)N1C(NC(CC1)=O)=O)F